ClC1=C2CCN=C(C2=C(C=C1)OC)CN1N=CC(=C1)C 5-Chloro-8-methoxy-1-((4-methyl-1H-pyrazol-1-yl)methyl)-3,4-dihydroisoquinoline